C(C)(C)(C)S(=O)(=N)C1=CC=C(C=C1)Cl tert-Butyl-4-chlorophenyl-sulfoximine